3-methylazetidine-3-ol-hydrochloride Cl.CC1(CNC1)O